C(NC(=O)C=1C=NC=NC1)([2H])([2H])[2H] N-(methyl-d3)pyrimidine-5-carboxamide